ClC=1C(=CC(=NC1)NC1CCOCC1)C1=CC=C2CN(C(C2=C1)=O)CC(=O)N1CC2=CC=CC=C2CC1C 6-{5-chloro-2-[(oxan-4-yl)amino]pyridin-4-yl}-2-[2-(3-methyl-1,2,3,4-tetrahydroisoquinolin-2-yl)-2-oxoethyl]-2,3-dihydro-1H-isoindol-1-one